CC(C=CCCCC)C(=O)N oct-3-ene-2-carboxamide